O1C(=CC=C1)/C=C/C(=O)OCC ethyl (E)-3-(furan-2-yl)acrylate